7-[Tert-butoxycarbonyl(methyl)amino]spiro[3.5]nonan-2-yl methanesulfonate CS(=O)(=O)OC1CC2(C1)CCC(CC2)N(C)C(=O)OC(C)(C)C